C1(=CC=C(C=C1)C(=O)OCCOCCO)C(=O)OCCOCCO bis[2-(2-hydroxyethoxy) ethyl] benzene-1,4-dicarboxylate